4-chloro-N-((2-(4-fluoro-6-(4,7-diazaspiro[2.5]octan-7-yl)pyridin-2-yl)-1,6-naphthyridin-7-yl)methyl)-3-(methylsulfonyl)benzamide ClC1=C(C=C(C(=O)NCC2=NC=C3C=CC(=NC3=C2)C2=NC(=CC(=C2)F)N2CCNC3(CC3)C2)C=C1)S(=O)(=O)C